distearyl thiodiacrylate S(C=CC(=O)OCCCCCCCCCCCCCCCCCC)C=CC(=O)OCCCCCCCCCCCCCCCCCC